C1(CC1)CC1=C(C=NN1C1CCOCC1)C1=NC(=NC=C1)NC1CCC(CC1)N N'-(4-(5-(cyclopropylmethyl)-1-(tetrahydro-2H-pyran-4-yl)-1H-pyrazol-4-yl)pyrimidin-2-yl)cyclohexane-1,4-diamine